FC(C1=CC=C(C=C1)N1N=CC(=C1)C=1C=C2C(=CNC2=CC1)N)(F)F 5-[1-[4-(trifluoromethyl)phenyl]pyrazol-4-yl]-1H-indol-3-amine